8-methyl (S)-6-(thiazole-5-carbonyl)-2,6-diazaspiro[3.4]octane-2,8-dicarboxylate S1C=NC=C1C(=O)N1CC2(CN(C2)C(=O)[O-])[C@@H](C1)C(=O)OC